2-(4,4-difluoroazepan-1-yl)-N-(3-sulfamoylphenyl)-1,7-naphthyridine-3-carboxamide FC1(CCN(CCC1)C1=NC2=CN=CC=C2C=C1C(=O)NC1=CC(=CC=C1)S(N)(=O)=O)F